(1-(5-bromo-6-nitropyridin-2-yl)piperidin-4-yl)methanol BrC=1C=CC(=NC1[N+](=O)[O-])N1CCC(CC1)CO